tertbutyl methyl ketone CC(=O)C(C)(C)C